octyldodecylphenyl-triazole C(CCCCCCC)C1=C(C=CC=C1)C=1N=NNC1CCCCCCCCCCCC